3-((4-(4-(3-bromo-4-fluorophenyl)-5-carbonyl-4,5-dihydro-1,2,4-oxadiazol-3-yl)-1,2,5-oxadiazol-3-yl)amino)-N-aminosulfonylpropionamidine BrC=1C=C(C=CC1F)N1C(=NOC1=C=O)C=1C(=NON1)NCCC(=N)NS(=O)(=O)N